alpha-ethoxyacrylonitrile C(C)OC(C#N)=C